FC=1C=C(C=NC1)CC(=O)NC(C(=O)O)CCN(CCCCC1=NC=2NCCCC2C=C1)CCOC1=CC=CC=C1 2-[[2-(5-fluoro-3-pyridyl)acetyl]amino]-4-[2-phenoxyethyl-[4-(5,6,7,8-tetrahydro-1,8-naphthyridin-2-yl)butyl]amino]butanoic acid